(3E,6R)-6-isopropenyl-3-methyl-3,9-decadienol C(=C)(C)[C@@H](C/C=C(/CCO)\C)CCC=C